Cl.COC[C@@H]1N(CCNC1)C (R)-2-(methoxymethyl)-1-methylpiperazine hydrochloride